dibenzyl 2-(benzyloxy)benzene-1,3-dicarboxylate C(C1=CC=CC=C1)OC1=C(C=CC=C1C(=O)OCC1=CC=CC=C1)C(=O)OCC1=CC=CC=C1